sodium lithium 2,2-dibutylpropanedioate C(CCC)C(C(=O)[O-])(C(=O)[O-])CCCC.[Li+].[Na+]